OC1=C(C=CC=C1)C(F)(F)F hydroxybenzotrifluoride